C(=O)(O)C(O)C(O)C(=O)O.C(CCCCC)N Hexylamine Tartrate